5-(1,8-naphthyridin-3-yl)-N-(2-oxaspiro[3.3]heptane-6-yl)pyrrolo[2,1-f][1,2,4]triazin-2-amine N1=CC(=CC2=CC=CN=C12)C=1C=CN2N=C(N=CC21)NC2CC1(COC1)C2